C=CCCCCCCCCCCCCCCCC 1-Octadecen